4-(((3'-bromo-6',7'-dihydrospiro[cyclohexane-1,5'-cyclopenta[d]pyrazolo[1,5-a]pyrimidine]-8'-yl)amino)methyl)benzenesulfonamide BrC=1C=NN2C1N=C1C(=C2NCC2=CC=C(C=C2)S(=O)(=O)N)CCC12CCCCC2